N-(1-(pentoxy)isoquinolin-6-yl)acrylamide C(CCCC)OC1=NC=CC2=CC(=CC=C12)NC(C=C)=O